ClC1=CC(=C(C=C1)C1=CC=C(C=C1)NC(=O)C(CC1=CC=C(C(=O)NC(C)S(=O)(=O)O)C=C1)C1=CC(=CC=C1)C1CCC(CC1)(C)C)C 4-{2-(4'-chloro-2'-methyl-biphenyl-4-ylcarbamoyl)-2-[3-(4,4-dimethyl-cyclohexyl)-phenyl]-ethyl}-benzoylamino-ethanesulfonic acid